ClC1=CC=C(C=C1)N=CC=1C(=C(C(=CC1)OC)O)OC (((4-chlorophenyl)imino)methyl)-2,6-dimethoxyphenol